endo-erythritol C([C@H](O)[C@H](O)CO)O